C(#N)C=1C=NN2C1C(=CC(=C2)C=2C=NN(C2C)C2CCN(CC2)C(=O)OC(C)(C)C)SC2=NC=CC=C2F tert-butyl 4-[4-[3-cyano-4-[(3-fluoro-2-pyridyl) sulfanyl] pyrazolo[1,5-a]pyridin-6-yl]-5-methyl-pyrazol-1-yl]piperidine-1-carboxylate